CCOC(CCCCC)=O (2-ethyl)hexanoat